O1C(=CC=C1)C(=O)NC=1[Se]C(=CN1)C(=O)NC1=CC(=CC=C1)C 2-(furan-2-carboxamido)-N-m-methylphenyl-1,3-selenazole-5-carboxamide